NC1=C(C2=C(S1)C(=CC=C2C2=C1C(=NN3C1=C(C=C2F)C(N2C(CC3)CN(CC2)C(C(=C)F)=O)=O)F)F)C#N 2-Amino-4-(2,4-difluoro-10-(2-fluoroacryloyl)-14-oxo-8,8a,9,10,11,12-hexahydro-7H,14H-pyrazino[1',2':5,6][1,5]diazocino[3,2,1-hi]indazol-3-yl)-7-fluorobenzo[b]thiophene-3-carbonitrile